allyl(phenylcarbonyl)benzene C(C=C)C1=C(C=CC=C1)C(=O)C1=CC=CC=C1